tert-Butyl (4R)-2-(but-3-en-1-yl)-4-fluoropyrrolidine-1-carboxylate C(CC=C)C1N(C[C@@H](C1)F)C(=O)OC(C)(C)C